P(=O)(OCCCC([N+](C)(C)C)CCOC(C=C)=O)([O-])[O-] acryloyloxyethyl-4-(trimethylammonio)butyl phosphate